isopropoxyazetidine C(C)(C)ON1CCC1